7'-methyl-4H-spiro[cyclohexane-1,3'-indole]-2',4(1'H)-dione CC=1C=CC=C2C3(C(NC12)=O)CCC(CC3)=O